lead compound with xanthine N1C(=O)NC=2N=CNC2C1=O.[Pb]